isodecyloxypropylammonium acetate C(C)(=O)[O-].C(CCCCCCC(C)C)OCCC[NH3+]